N[C@@H](CC[SeH])C(=O)O Selenohomocystein